C(C1=CC=CC=C1)NC(=O)NCC1=CC(=CC=C1)NC=1C(N(C(C1)=O)C1C(NC(CC1)=O)=O)=O 1-benzyl-3-(3-((1-(2,6-dioxopiperidin-3-yl)-2,5-dioxo-2,5-dihydro-1H-pyrrol-3-yl)amino)benzyl)urea